C(C)(C)(C)OC(=O)N1CC2(C1)OCC[C@H]2OC (8R)-8-methoxy-5-oxa-2-azaspiro[3.4]octane-2-carboxylic acid tert-butyl ester